(S)-3-(2-(3,4-dihydroisoquinolin-2(1H)-yl)ethyl)-1-oxo-2-oxa-8-azaspiro[4.5]decane-8-carboxylic acid tert-butyl ester C(C)(C)(C)OC(=O)N1CCC2(C[C@H](OC2=O)CCN2CC3=CC=CC=C3CC2)CC1